FC1=C(C=CC=C1)C1=CC=C(C=C1)C(F)(F)F 2-fluoro-4'-(trifluoromethyl)-[1,1'-biphenyl]